FC(C1=CC=C(C=C1)C1=NOC(=N1)C=1N=CC(=NC1)OC1=CC=C2C=C(NC2=C1)C(=O)N1CCN(CC1)CC1=CC=C(C=C1)OCC(F)(F)F)(F)F (6-((5-(3-(4-(trifluoromethyl)phenyl)1,2,4-oxadiazol-5-yl)pyrazin-2-yl)oxy)-1H-indol-2-yl)(4-(4-(2,2,2-trifluoroethoxy)benzyl)piperazin-1-yl)methanone